NC=1C(=NC(=C(N1)N1N=C(C=C1)C)C1=CN(C(C=C1)=O)C)C(=O)NC1=C(C=CC=C1)OC(F)F 3-amino-N-(2-(difluoromethoxy)phenyl)-5-(3-methyl-1H-pyrazol-1-yl)-6-(1-methyl-6-oxo-1,6-dihydropyridin-3-yl)pyrazine-2-carboxamide